3-((3-Fluoro-4-(4,4,5,5-tetramethyl-1,3,2-dioxaborolan-2-yl)phenyl)amino)piperidine-2,6-dione FC=1C=C(C=CC1B1OC(C(O1)(C)C)(C)C)NC1C(NC(CC1)=O)=O